2-(3-benzyl-2-hydroxy-5-pentylphenyl)acetic acid C(C1=CC=CC=C1)C=1C(=C(C=C(C1)CCCCC)CC(=O)O)O